4-bromo-3,3-dimethyl-1H-indol-2-one BrC1=C2C(C(NC2=CC=C1)=O)(C)C